(S)-4-(4-acryloyl-2-methylpiperazin-1-yl)-6-fluoro-1-(2-isopropyl-6-(methylsulfonyl)phenyl)-7-(2-oxo-1,2-dihydropyridin-3-yl)pyridino[2,3-d]pyrimidin-2(1H)-one C(C=C)(=O)N1C[C@@H](N(CC1)C=1C2=C(N(C(N1)=O)C1=C(C=CC=C1S(=O)(=O)C)C(C)C)N=C(C(=C2)F)C=2C(NC=CC2)=O)C